(2-((5-nitrothiazol-2-yl)thio)thiazol-4-yl)-N-(pent-4-yn-1-yl)benzamide [N+](=O)([O-])C1=CN=C(S1)SC=1SC=C(N1)C1=C(C(=O)NCCCC#C)C=CC=C1